C[C@@H]1CN(C[C@@H](N1)C)C1=CC=CC(=N1)CNC=1C2=C(N=CC1)NC=C2C=2C=C1C(=NC2)NC=C1 N-((6-((3R,5S)-3,5-dimethylpiperazin-1-yl)pyridin-2-yl)methyl)-1H,1'H-[3,5'-bipyrrolo[2,3-b]pyridin]-4-amine